C(C=C)S allylsulfane